(4,5,6,7-tetrahydro-1H-benzimidazole-1-yl)methanol N1(C=NC2=C1CCCC2)CO